C[C@@H]1C(NCCN1CC1=C(C=C(C=C1)OC)OC)=O (R)-3-methyl-4-(2,4-dimethoxybenzyl)piperazin-2-one